3-hydroxy-N,N,3-trimethylbutanamide OC(CC(=O)N(C)C)(C)C